C(C1=CC=CC=C1)N1C[C@@H]([C@@H](CC1)C)N(C1=C2C(=NC(=N1)Cl)NN=C2Cl)C N-((3R,4R)-1-benzyl-4-methylpiperidin-3-yl)-3,6-dichloro-N-methyl-1H-pyrazolo[3,4-d]pyrimidin-4-amine